CC1C(NCC1)C=O 3-methylpyrrolidine-2-formaldehyde